tert-butyl(3-iodo-1-methyl-1H-indazol-6-yloxy)bis(methyl)silane C(C)(C)(C)[Si](C)(C)OC1=CC=C2C(=NN(C2=C1)C)I